[6-[(4-tert-butylisoxazol-3-yl)methyl]-2,6-diazaspiro[3.3]heptan-2-yl]-[6-(3-cyclopropyl-1H-1,2,4-triazol-5-yl)-2-azaspiro[3.3]heptan-2-yl]methanone C(C)(C)(C)C=1C(=NOC1)CN1CC2(CN(C2)C(=O)N2CC3(C2)CC(C3)C3=NC(=NN3)C3CC3)C1